N1C(NC=C2C1=NC=C2)=O pyrrolo-[2,3-d]pyrimidin-2(3H)-one